COC1=CC=C(C=C(C(=O)OC(C)C)C#N)C=C1 isopropyl 4-methoxy-α-cyanocinnamate